hydroxyl-ethyl-L-glutamine ON([C@@H](CCC(N)=O)C(=O)O)CC